C1(CC1)CN1[C@H](CCCC1)C(=O)NC1=CC=C(C=C1)C1CC1 (R)-1-(cyclopropylmethyl)-N-(4-cyclopropylphenyl)piperidine-2-carboxamide